OC(C1=C(C=CC=C1)O)C1=NC=CC=C1 2-(hydroxy(pyridin-2-yl)methyl)phenol